ethyl (S)-3-((tert-butoxycarbonyl)amino)-3-(5-(difluoromethyl)-4-fluoro-2'-hydroxy-6'-methyl-[1,1'-biphenyl]-3-yl)propanoate C(C)(C)(C)OC(=O)N[C@@H](CC(=O)OCC)C=1C=C(C=C(C1F)C(F)F)C1=C(C=CC=C1C)O